N-(3-(((2-((4-(4-((2-((2,6-dioxopiperidin-3-yl)amino)benzyl)(methyl)amino)piperidin-1-yl)phenyl)amino)-5-(trifluoromethyl)pyrimidin-4-yl)amino)methyl)phenyl)-N-methylmethanesulfonamide O=C1NC(CCC1NC1=C(CN(C2CCN(CC2)C2=CC=C(C=C2)NC2=NC=C(C(=N2)NCC=2C=C(C=CC2)N(S(=O)(=O)C)C)C(F)(F)F)C)C=CC=C1)=O